C(#N)C1=CC=C2C=3C=CC(=CC3C(C2=C1)(C)C)B(O)O (7-cyano-9,9-dimethyl-9H-fluoren-2-yl)boronic acid